5-{[(2S,5R)-4-ethyl-2,5-dimethylpiperazin-1-yl]carbonyl}-N-(5-fluoro-2-methylpyrimidin-4-yl)-6,6-dimethyl-1,4,5,6-tetrahydropyrrolo[3,4-c]pyrazol-3-amine C(C)N1C[C@@H](N(C[C@H]1C)C(=O)N1C(C=2NN=C(C2C1)NC1=NC(=NC=C1F)C)(C)C)C